ClC(C1=NC(=NO1)C1=CC=C(C=C1)P(N1CCCCC1)(C)=O)(F)F (4-(5-(chlorodifluoromethyl)-1,2,4-oxadiazol-3-yl)phenyl)(methyl)(piperidin-1-yl)phosphine oxide